COC(C1=NC=C(C=C1)B1OC(C(O1)(C)C)(C)C)=O.C(C)C=1N=C2N(C=CC(=N2)C(F)(F)F)C1C(=O)C1=CC=C(C=C1)O (2-ethyl-7-(trifluoromethyl)imidazo[1,2-a]pyrimidin-3-yl)(4-hydroxyphenyl)methanone methyl-5-(4,4,5,5-tetramethyl-1,3,2-dioxaborolan-2-yl)picolinate